O=C1CC(N(C2=C(N1)C1=CC=CC=C1C=C2)C=2C=C(C=CC2)NS(=O)(=O)C2=C(C=CC=C2)[N+](=O)[O-])=O N-[3-(2,4-dioxo-1,2,3,4-tetrahydronaphtho-[1,2-b][1,4]-diazepin-5-yl)phenyl]-2-nitrobenzenesulfonamide